BrC1=CC(=CC(=N1)NC(=O)[C@H]1NC[C@@H](C1)F)OC (2S,4R)-N-(6-Bromo-4-methoxypyridine-2-yl)-4-fluoropyrrolidine-2-carboxamide